(5R)-2-[6-(difluoromethoxy)pyridine-3-carbonyl]-9,9-dimethyl-8-oxo-2-azaspiro[4.5]dec-6-ene-7-carbonitrile FC(OC1=CC=C(C=N1)C(=O)N1C[C@]2(CC1)C=C(C(C(C2)(C)C)=O)C#N)F